2,2-difluoro-1,2,3,5,6,7-hexahydro-s-indacen-4-amine FC1(CC=2C=C3CCCC3=C(C2C1)N)F